4-(5-(2-chlorophenoxy)-1H-pyrazolo[3,4-c]pyridin-1-yl)-N-(1,3-dimethoxypropan-2-yl)thiophene-2-carboxamide ClC1=C(OC=2C=C3C(=CN2)N(N=C3)C=3C=C(SC3)C(=O)NC(COC)COC)C=CC=C1